1,3,3a,4,5,9b-hexahydro-5-(tetrahydro-2,5-dioxo-3-furyl)-naphtho[1,2-C]furan-1,3-dione O=C1OC(CC1C1CC2C(C(OC2=O)=O)C2=CC=CC=C12)=O